CC(C)(C)ON=O 2-methyl-2-propylnitrite